N1=CC(=CC=C1)C1C(C(C1C=1C(=NC=CC1)N)C=1C=NC=CC1)C=1C(=NC=CC1)N 1,3-bis(3-pyridyl)-2,4-bis(2-amino-3-pyridyl)-cyclobutane